O1C=CC2=C1C=CC(=C2)C=2C(=NC(=CN2)C=CCOC)N2C(CC(CC2)C(=O)[O-])C 1-(3-(benzofuran-5-yl)-6-(3-methoxyprop-1-en-1-yl)pyrazin-2-yl)-2-methylpiperidine-4-carboxylate